N[C@@H](C)C(=O)N[C@@H](CC1=CC=CC=C1)C(=O)OC(C)(C)C tert-butyl L-alanyl-L-phenylalaninate